OC(COC(CCCCCCCCCCCCCCC)=O)CO hexadecanoic acid-2,3-dihydroxypropyl ester